ClCCCOC=1C=C(C=C2CCCOC12)NC(OC(C)(C)C)=O tert-butyl N-[8-(3-chloropropoxy)chroman-6-yl]carbamate